(S)-N-methyl-5-(10-methyl-l-1-oxo-1,2,4,4a,5,6,11,14-octahydro-3H,12H-pyrazino[1',2':5,6][1,5]oxazocino[2,3-g]quinoxalin-3-yl)picolinamide CNC(C1=NC=C(C=C1)N1C[C@H]2N(CC3=C(C=C4N=C(CNC4=C3)C)OCC2)C(C1)=O)=O